methyl (1r,4r)-4-(3-chloroanilino)-2'-[(1E)-3-[(4-methoxyphenyl)methoxy]-2-(pyridin-2-yl)prop-1-en-1-yl]spiro[cyclohexane-1,1'-indene]-4-carboxylate ClC=1C=C(NC2(CCC3(C(=CC4=CC=CC=C34)\C=C(\COCC3=CC=C(C=C3)OC)/C3=NC=CC=C3)CC2)C(=O)OC)C=CC1